C(C)(C)(C)OC(=O)N1CCN(CC1)C1=NC=NC2=CC(=C(C=C12)Cl)B1OC(C(O1)(C)C)(C)C 4-[6-chloro-7-(tetramethyl-1,3,2-dioxaborolan-2-yl)quinazolin-4-yl]Piperazine-1-carboxylic acid tert-butyl ester